N(=[N+]=[N-])CCN1C=C(C2=CC=C(C=C12)Cl)S(=O)(=O)NC1=C(C=C(C(=C1)F)Br)F 1-(2-azidoethyl)-N-(4-bromo-2,5-difluorophenyl)-6-chloroindole-3-sulfonamide